C(C)(=O)O[C@H]([C@@H](CN=[N+]=[N-])OC(C)=O)[C@@H]1O[C@](C[C@@H]([C@H]1NC(COC(C)=O)=O)OC(C)=O)(SC1=CC=C(C=C1)C)C(=O)OC (1R,2R)-1-((2R,3R,4S,6R)-4-acetoxy-3-(2-acetoxyacetamido)-6-(methoxycarbonyl)-6-(p-tolylthio) tetrahydro-2H-pyran-2-yl)-3-azidopropane-1,2-diyl diacetate